C(C1=CC=CC=C1)OC1CC(C1)OCCCN(C(OC(C)(C)C)=O)C Tert-butyl N-[3-(3-benzyloxycyclobutoxy)propyl]-N-methyl-carbamate